2-(2-(3-bromo-4-ethylphenyl)propan-2-yl)-6-cyano-1H-indole-3-carboxylic acid tert-butyl ester C(C)(C)(C)OC(=O)C1=C(NC2=CC(=CC=C12)C#N)C(C)(C)C1=CC(=C(C=C1)CC)Br